C(C)(C)NC=1N=C(C2=C(N1)C=CS2)NCC2=CC=C(C=C2)C(F)(F)F N2-isopropyl-N4-(4-(trifluoromethyl)benzyl)thieno[3,2-d]pyrimidine-2,4-diamine